C(C)(=O)N1C[C@H]([C@H](CC1)N1N=CC(=C1C(=O)NC1=NC=C(C=C1C)C#CC1=CC=CC=C1)Cl)F 1-((3R,4S)-1-acetyl-3-fluoropiperidin-4-yl)-4-chloro-N-(3-methyl-5-(phenylethynyl)pyridin-2-yl)-1H-pyrazole-5-carboxamide